FC=1C=C(CN2C(=NC=3C2=NC=CC3)CCC(=O)N[C@@H](C)C3=CC=C(C=C3)N3CC(NCC3)C(F)(F)F)C=CC1F 3-[3-(3,4-Difluoro-benzyl)-3H-imidazo[4,5-b]pyridin-2-yl]-N-{(S)-1-[4-(3-trifluoromethyl-piperazin-1-yl)-phenyl]-ethyl}-propionamide